1,1-bis(t-butylperoxy)-cyclohexan C(C)(C)(C)OOC1(CCCCC1)OOC(C)(C)C